chloro-8-(3,6-diazabicyclo[3.1.1]heptan-3-ylmethyl)-2-methyl-5-(2,2,2-trifluoroethyl)pyrimido[5,4-b]indole ClC1=NC(=NC2=C1N(C=1C=CC(=CC21)CN2CC1NC(C2)C1)CC(F)(F)F)C